COC(=O)[C@H]1C(N(C[C@@H]1C1=CC=C(C=C1)C(F)(F)F)C)=O (3R,4S)-1-methyl-2-oxo-4-[4-(trifluoromethyl)phenyl]-3-pyrrolidinecarboxylic acid methyl ester